C1(=CC=CC=C1)N1N=NC(=C1I)I 1-phenyl-4,5-diiodo-1,2,3-triazole